C(C)OC=1C=C(C(=O)N)C=CN1 2-ethoxyisonicotinamide